2-[4-(4-pyridinyl)-3-[4-(2-quinolinylmethoxy)phenyl]pyrazol-1-yl]acetic acid N1=CC=C(C=C1)C=1C(=NN(C1)CC(=O)O)C1=CC=C(C=C1)OCC1=NC2=CC=CC=C2C=C1